C(C)C(C(=O)OCCOCCOCCOC(C(CC)CC)=O)CC triethylene glycol di(2-ethyl butyrate)